C1(CC1)C1=NN(C(=C1)CO)C1=NC(=C2N=C(N(C2=N1)CC)C1=CC=NC=C1)N1CCOCC1 (3-cyclopropyl-1-(9-ethyl-6-morpholino-8-(pyridin-4-yl)-9H-purin-2-yl)-1H-pyrazol-5-yl)methanol